NC1=C(C2=NC3=CC=C(C=C3OC2=CC1=O)Cl)C(=O)O 2-amino-7-chloro-3-oxo-3H-phenoxazine-1-carboxylic acid